2-(4-bromopyridin-2-yl)acetonitrile BrC1=CC(=NC=C1)CC#N